COC(C1=C(C=NC=C1)S(=O)(=O)C1=C(C(=C(C=C1)Br)C)[N+](=O)[O-])=O 3-[(4-Bromo-3-methyl-2-nitrophenyl)sulfonyl]isonicotinic acid methyl ester